ClCOCC[SiH3] {2-(chloromethoxy)ethyl}silane